N-(3-(5-(6-(1,1-dioxidothio-morpholino)pyridin-3-yl)-1H-pyrrolo[2,3-b]pyridine-3-carbonyl)-2,4-difluorophenyl)-3,3,3-trifluoropropane-1-sulfonamide O=S1(CCN(CC1)C1=CC=C(C=N1)C=1C=C2C(=NC1)NC=C2C(=O)C=2C(=C(C=CC2F)NS(=O)(=O)CCC(F)(F)F)F)=O